C(CCC)C1CCC(CC1)N 4-butylcyclohexan-1-amine